2-[5-bromo-2-(2-sulfamoyl-1,2,3,4-tetrahydro-isoquinolin-6-ylamino)-pyrimidin-4-ylamino]-pyrimidine BrC=1C(=NC(=NC1)NC=1C=C2CCN(CC2=CC1)S(N)(=O)=O)NC1=NC=CC=N1